benzyl 2-oxo-8-azaspiro[4.5]decane-8-carboxylate O=C1CC2(CC1)CCN(CC2)C(=O)OCC2=CC=CC=C2